NC1CCN(CC1)C=1C=CC=2N(C(C=C(N2)C=2C=CC3=C(N=C(S3)C)C2)=O)C1 7-(4-Aminopiperidin-1-yl)-2-(2-methyl-1,3-benzothiazol-5-yl)-4H-pyrido[1,2-a]pyrimidin-4-one